S(=O)(=O)(ON1[C@@H]2CC[C@H](N(C1=O)C2)C(NC(=O)[C@H]2CN(CC2)C(C)=O)=N)O (2S,5R)-2-(N-((R)-1-acetylpyrrolidine-3-carbonyl) carbamimidoyl)-7-oxo-1,6-diazabicyclo[3.2.1]octan-6-yl hydrogen sulfate